mercaptovinylsulfone SC=CS(=O)(=O)C=CS